FC=1C=CC(=C(C(=O)NCC2=CC=C(C=C2)C2=CC(=C3C=NNC3=C2C(=O)N)N2[C@@H](CCC2)C)C1)OC (R)-6-(4-((5-fluoro-2-methoxybenzamido)methyl)phenyl)-4-(2-methylpyrrolidin-1-yl)-1H-indazole-7-carboxamide